C(C)(C)(C)OC(=O)C=1C=NN(C1N)C1=NC(=CC(=N1)C#N)NC1=C(C=CC=C1)F tert-butyl-{4-cyano-6-[(2-fluorophenyl) amino] pyrimidin-2-yl}-5-amino-1H-pyrazole-4-carboxylate